12-bromo-10-methyl-5,6-dihydro-8H-isoquinolino[1,2-b]quinazolin-8-one BrC=1C=C(C=C2C(N3C(=NC12)C=1C=CC=CC1CC3)=O)C